4-(2-(4-bromophenyl)-1,2-diphenylvinyl)N,N-dimethylaniline BrC1=CC=C(C=C1)C(=C(C1=CC=CC=C1)C1=CC=C(N(C)C)C=C1)C1=CC=CC=C1